C(C1=CC=CC=C1)N1CCN(CC1)C[C@H](COC=1N=C(C2=C(N1)C(=C(N=C2)Cl)F)N2C[C@@](CCC2)(O)C)C (R)-1-(2-((R)-3-(4-Benzylpiperazin-1-yl)-2-methylpropyloxy)-7-chloro-8-fluoropyrido[4,3-d]pyrimidin-4-yl)-3-methylpiperidin-3-ol